N[C@@H]1[C@H]([C@@H]2O[C@@H](OC[C@H]2O[C@@H]1OCC1=CC=CC=C1)C1=CC=CC=C1)O[C@@H](C(=O)N[C@@H](C)C(=O)N[C@H](CCC(=O)OCC1=CC=CC=C1)C(=O)OCC=C)C 1-allyl 5-benzyl ((R)-2-(((2R,4aR,6S,7R,8R,8aS)-7-amino-6-(benzyloxy)-2-phenylhexahydropyrano[3,2-d][1,3]dioxin-8-yl)oxy)propanoyl)-L-alanyl-D-glutamate